OCC(C)C1CCN(CC1)C(=O)OC(C)(C)C tert-butyl 4-(1-hydroxypropan-2-yl)piperidine-1-carboxylate